2-Amino-N-[1-(8-chloro-5-morpholin-4-ylimidazo[1,5-a]pyridin-6-yl)ethyl]-pyrazolo[1,5-a]pyrimidine-3-carboxamide trifluoroacetate salt FC(C(=O)O)(F)F.NC1=NN2C(N=CC=C2)=C1C(=O)NC(C)C=1C=C(C=2N(C1N1CCOCC1)C=NC2)Cl